FC1=CC=C(C=C1)C=1C(C(=CN(C1CO)C)C(=O)N)=O 5-(4-fluorophenyl)-6-(hydroxymethyl)-1-methyl-4-oxopyridine-3-carboxamide